CC(C#CC=1C=C(C=C(C1)F)N(C1=NC=2N(C3=CC=C(C=C13)F)C=NN2)C)(C)C N-(3-(3,3-dimethylbut-1-yn-1-yl)-5-fluorophenyl)-7-fluoro-N-methyl-[1,2,4]triazolo[4,3-a]quinazolin-5-amine